1-[(2-(3-bromophenyl)-2-cyclopropylacetyl)amino]-3-methyl-thiourea BrC=1C=C(C=CC1)C(C(=O)NNC(=S)NC)C1CC1